S1C(=CC=C1)C(=O)NC=1C=C2C=3CC(CCC3NC2=CC1)NCCC1=CC=CC=C1 6-(2-thienoyl)amino-3-(phenethyl)amino-1,2,3,4-tetrahydro-9H-carbazole